1-((4-(5-chloro-3-methyl-2-(((6S)-6-methylmorpholin-2-yl)methyl)phenyl)pyrrolo[2,1-f][1,2,4]triazin-6-yl)methyl)-4-methylpiperazine-2,6-dione hydrochloride Cl.ClC=1C=C(C(=C(C1)C1=NC=NN2C1=CC(=C2)CN2C(CN(CC2=O)C)=O)CC2CNC[C@@H](O2)C)C